ammonium hydrogen carbonate salt C(O)([O-])=O.[NH4+]